6-((5'S,7a'R)-5'-(3,5-difluorophenyl)-3'-oxotetrahydro-3'H-spiro[azetidine-3,2'-pyrrolo[2,1-b]oxazol]-1-yl)pyrimidine-4-carbonitrile FC=1C=C(C=C(C1)F)[C@@H]1CC[C@H]2OC3(C(N21)=O)CN(C3)C3=CC(=NC=N3)C#N